OC1CCN(CC1)C(=O)OCCN1C[C@@H](CCC1)NC=1N=NC(=C(C1C)C)Cl (R)-2-(3-((6-chloro-4,5-dimethylpyridazin-3-yl)amino)piperidin-1-yl)ethyl 4-hydroxypiperidine-1-carboxylate